(4-chlorophenyl)-2-pyridylmethanol ClC1=CC=C(C=C1)C(O)C1=NC=CC=C1